C(C1=CC=CC=C1)N1C([C@]23N(C=4N(C(N=C(C4)Cl)=O)C2)C[C@@H]1C3)=O (3S,11aR)-2-Benzyl-7-chloro-3,4-dihydro-9H,11H-3,11a-methanopyrazino[1',2':3,4]imidazo[1,2-c]pyrimidine-1,9(2H)-dione